3-(6-(4,4-difluoropiperidine-1-carbonyl)-2-fluoronaphthalen-1-yl)pyrido[2,3-d]pyridazin-8(7H)-one FC1(CCN(CC1)C(=O)C=1C=C2C=CC(=C(C2=CC1)C1=CC2=C(C(NN=C2)=O)N=C1)F)F